Cl.N1CCC(=CC1)C#CC1=CC=NC=C1 4-((1,2,3,6-tetrahydropyridin-4-yl)ethynyl)pyridine hydrochloride